OCCOCCOCCOCCOCCOCCOCCCO 3-[2-[2-[2-[2-[2-(2-hydroxyethoxy)ethoxy]ethoxy]ethoxy]ethoxy]ethoxy]propan-1-ol